(2S,3S,4R,5R)-5-(6-(benzylamino)-2-(thiophen-3-yl)-9H-purin-9-yl)-3,4-dihydroxyl-N-methyltetrahydrofuran-2-carboxamide C(C1=CC=CC=C1)NC1=C2N=CN(C2=NC(=N1)C1=CSC=C1)[C@H]1[C@@H]([C@@H]([C@H](O1)C(=O)NC)O)O